FC1=C(C#N)C=CC(=C1F)C1=CC=CC=2N1N=CN2 2,3-difluoro-4-{[1,2,4]triazolo[1,5-a]pyridin-5-yl}benzonitrile